[N+](=O)([O-])C1=CC=C(CN2CCOCC2)C=C1 4-(4-nitrobenzyl)-morpholine